2-[(2R)-2-aminobut-3-yn-1-yl]-3,5-dichloro-N-[(furan-2-yl)methyl]thieno[3,2-b]pyridin N[C@H](CC1C(=C2N(C(=CC=C2S1)Cl)CC=1OC=CC1)Cl)C#C